ethyl 4-[(E)-2-ethoxyvinyl]-6-(trifluoromethyl)pyridine-3-carboxylate C(C)O/C=C/C1=C(C=NC(=C1)C(F)(F)F)C(=O)OCC